1-α-D-ribofuranosyl-5-[({2-chloro}benzyloxy)methyl]uracil [C@H]1([C@H](O)[C@H](O)[C@H](O1)CO)N1C(=O)NC(=O)C(=C1)COCC1=C(C=CC=C1)Cl